C(#N)N1C[C@]2(CCC2C1)NC(=O)C=1SC(=CN1)C=1C=NC=CC1NC1=CC=C(C=C1)F N-((1R)-3-Cyano-3-azabicyclo[3.2.0]heptan-1-yl)-5-(4-((4-fluorophenyl)amino)pyridin-3-yl)thiazol-2-carboxamid